C(C1CO1)N1C(=O)N(C(=O)C1(CC)C)CC1CO1 1,3-diglycidyl-5-methyl-5-ethyl-hydantoin